N-(6-amino-5-methylpyridin-3-yl)-2-(2-(4-fluorophenyl)-5-methyl-4-(1-methylcyclopropanecarbonyl)piperazin-1-yl)-2-oxoacetamide NC1=C(C=C(C=N1)NC(C(=O)N1C(CN(C(C1)C)C(=O)C1(CC1)C)C1=CC=C(C=C1)F)=O)C